[I-].COC1=C(C(=O)NCC2(CCC(CC2)OC(=O)NCCCC[P+](C2=CC=CC=C2)(C2=CC=CC=C2)C2=CC=CC=C2)C2=CC=CC=C2)C=CC=C1 (4-(((((1R,4R)-4-((2-Methoxybenzamido)methyl)-4-phenylcyclohexyl)oxy)carbonyl)amino)butyl)triphenylphosphonium iodide